bromo-1-(2,3-dihydrobenzo[b][1,4]dioxin-6-yl)propan-1-one BrC(C(=O)C1=CC2=C(OCCO2)C=C1)C